1-cyclopropyl-3-(3-{5-[(R)-(1,3-dimethyl-azetidin-3-yl)-hydroxy-(4-isopropyl-phenyl)-methyl]-pyridin-3-yl}-[1,2,4]Oxadiazol-5-ylmethyl)-imidazolidin-2-one C1(CC1)N1C(N(CC1)CC1=NC(=NO1)C=1C=NC=C(C1)[C@](C1=CC=C(C=C1)C(C)C)(O)C1(CN(C1)C)C)=O